ClC1=NN2C(N=CC3=C2C(O[C@H]3C(=O)NC=3C=NC(=C(C3)Cl)N3N=CC=N3)(C)C)=C1 (R)-2-chloro-N-(5-chloro-6-(2H-1,2,3-triazol-2-yl)pyridin-3-yl)-8,8-dimethyl-6,8-dihydrofuro[3,4-e]pyrazolo[1,5-a]pyrimidine-6-carboxamide